Ethoxymethanedithiocarboxylic acid tert-butyl-(3-azabicyclo[3.1.1]heptan-1-yl)carbamate C(C)(C)(C)N(C(O)=O)C12CNCC(C1)C2.C(C)OCC(=S)S